N-(5-cyanopyridin-3-yl)-N-({5-[5-(trifluoromethyl)-1,3,4-oxadiazol-2-yl]-1,3-thiazol-2-yl}methyl)methanesulfonamide C(#N)C=1C=C(C=NC1)N(S(=O)(=O)C)CC=1SC(=CN1)C=1OC(=NN1)C(F)(F)F